COC1=CC=C(CN2N=CC=C2N)C=C1 1-(4-methoxybenzyl)-5-aminopyrazole